2-Amino-N-{1-[8-chloro-1-fluoro-3-methyl-5-(1H-pyrazol-4-yl)imidazo[1,5-a]pyridin-6-yl]ethyl}pyrazolo[1,5-a]pyrimidine-3-carboxamide NC1=NN2C(N=CC=C2)=C1C(=O)NC(C)C=1C=C(C=2N(C1C=1C=NNC1)C(=NC2F)C)Cl